C(CC(C)C)N1N=CC=2C1=NC(=CC2)N 1-Isopentyl-1H-pyrazolo[3,4-b]pyridin-6-amine